FC1=C(C=CC2=C1C(=C(O2)C)C(=O)OCC)OCC=2C(=NC=CC2)C(F)(F)F ethyl 4-fluoro-2-methyl-5-((2-(trifluoromethyl)pyridin-3-yl)methoxy)benzofuran-3-carboxylate